CC1=C(C(=O)NC2(CC2)C=2C=3C4=C(C(N(C4=CC2)C)=O)C=CC3)C=C(C=C1)N1[C@H]3CN([C@@H](C1)C3)C 2-methyl-N-(1-(1-methyl-2-oxo-1,2-dihydrobenzo[cd]indol-6-yl)cyclopropyl)-5-((1R,4R)-5-methyl-2,5-diazabicyclo[2.2.1]heptan-2-yl)benzamide